(R)-3-(5-(3-(4-aminopyrido[3,2-d]pyrimidin-6-yl-2-d)phenyl)-1-methyl-1H-pyrazol-3-yl)-3-hydroxy-1-methylpyrrolidin-2-one NC=1C2=C(N=C(N1)[2H])C=CC(=N2)C=2C=C(C=CC2)C2=CC(=NN2C)[C@]2(C(N(CC2)C)=O)O